ClC1=CC2=C(C=C3N2C(=NN(C3=O)CC(=O)N[C@H]3CN(CCC3)CC3CC3)C(C)C)S1 (R)-2-(2-Chloro-5-isopropyl-8-oxothieno[2',3':4,5]pyrrolo[1,2-d][1,2,4]triazin-7(8H)-yl)-N-(1-(cyclopropylmethyl)piperidin-3-yl)acetamid